O[C@@H](CN(C(C1=CC=C(C=C1)C1=CN(C2=NC=C(N=C21)C=2C=C1CCNCC1=C(C2)OC)S(=O)(=O)C2=CC=C(C)C=C2)=O)C)C (R)-N-(2-hydroxypropyl)-4-(2-(8-methoxy-1,2,3,4-tetrahydroisoquinolin-6-yl)-5-tosyl-5H-pyrrolo[2,3-b]pyrazin-7-yl)-N-methylbenzamide